C(CO)(=O)OC(C)CC 2-butyl glycolate